1-(4-(4-chlorophenoxy)-5-(7-methoxy-1-methyl-1H-pyrrolo[2,3-c]pyridin-3-yl)-2-methylphenyl)pyrrolidine-2,5-dione ClC1=CC=C(OC2=CC(=C(C=C2C2=CN(C3=C(N=CC=C32)OC)C)N3C(CCC3=O)=O)C)C=C1